FC=1C=C(C=C(C1)F)[C@@H]1N(OCC1)C1=CC(=NC=N1)NC1=C(C=C(C=C1)N1CCC(CC1)N1CCN(CC1)C)OC (R)-6-(3-(3,5-difluorophenyl)isoxazolidin-2-yl)-N-(2-methoxy-4-(4-(4-methylpiperazine-1-yl)piperidin-1-yl)phenyl)pyrimidin-4-amine